COC1=CC(=NC=C1C=C)C(F)(F)F 4-methoxy-2-(trifluoromethyl)-5-vinylpyridine